C1(=CC(=CC=C1)N1C(C=2C(C(=O)N1)=CC=CC2)=O)C N-m-tolyl-phthalhydrazide